(S)-2-(1-(4-fluorophenyl)-3,4-dihydroisoquinolin-2(1H)-yl)-1-oxa-3,8-diazaspiro[4.5]dec-2-ene FC1=CC=C(C=C1)[C@@H]1N(CCC2=CC=CC=C12)C=1OC2(CN1)CCNCC2